2,3,4,5-tetraiodo-1-methyl-pyrrole IC=1N(C(=C(C1I)I)I)C